6-amino-2-butoxy-9-(2-methoxy-4-(piperazin-1-yl)benzyl)-9H-purin-8-ol NC1=C2N=C(N(C2=NC(=N1)OCCCC)CC1=C(C=C(C=C1)N1CCNCC1)OC)O